[4-(3,6-dichloro-9H-carbazol-9-yl)butyl]phosphonic acid ClC=1C=CC=2N(C3=CC=C(C=C3C2C1)Cl)CCCCP(O)(O)=O